9,9-diheptyloxy-2-pivaloyloxynonane C(CCCCCC)OC(CCCCCCC(C)OC(C(C)(C)C)=O)OCCCCCCC